C12OCC(C=C1)C2 2-oxabicyclo[2.2.1]hept-5-ene